CC1=CC=C(C=C1)S(=O)(=O)OCCOCCOCCOCCOCCOCCOCCOCCOCCN(C)C(=O)OC(C)(C)C 2-[2-[2-[2-[2-[2-[2-[2-[2-[tert-butoxycarbonyl(methyl)amino] ethoxy]ethoxy] ethoxy]ethoxy]ethoxy]ethoxy]ethoxy]ethoxy]ethyl 4-methylbenzenesulfonate